(R)-5-aminohexanoic acid ethyl ester hydrochloride Cl.C(C)OC(CCC[C@@H](C)N)=O